COC(C=O)OC dimethyloxyacetaldehyde